N-(5-(propanoyl-3,3,3-d3)-4-((2,3,5-trimethyl-3,5-dihydrospiro[imidazo[4,5-c]quinoline-4,3'-oxetan]-6-yl)amino)pyridin-2-yl)cyclopropanecarboxamide C(CC([2H])([2H])[2H])(=O)C=1C(=CC(=NC1)NC(=O)C1CC1)NC1=CC=CC=2C3=C(N(C(=N3)C)C)C3(COC3)N(C12)C